(1R,2S,5S)-3-(2-(3-acetyl-5-(2-(hydroxymethyl)pyrimidin-5-yl)-7-methyl-1H-indol-1-yl)acetyl)-N-(6-bromo-5-fluoro-3-methylpyridin-2-yl)-3-azabicyclo[3.1.0]hexane-2-carboxamide C(C)(=O)C1=CN(C2=C(C=C(C=C12)C=1C=NC(=NC1)CO)C)CC(=O)N1[C@@H]([C@@H]2C[C@@H]2C1)C(=O)NC1=NC(=C(C=C1C)F)Br